ClC=1C=NC=C(C1NC(C1=CC(=C(C=C1)OC(F)F)OCCCCCCCCCN1CCC(CC1)C1=C2CN(C(C2=CC(=C1)F)=O)C1C(NC(CC1)=O)=O)=O)Cl N-(3,5-Dichloropyridin-4-yl)-4-(difluoromethoxy)-3-((9-(4-(2-(2,6-dioxopiperidin-3-yl)-6-fluoro-1-oxoisoindolin-4-yl)piperidin-1-yl)nonyl)oxy)benzamide